1-(2-aminobenzo[d]thiazol-6-yl)urea NC=1SC2=C(N1)C=CC(=C2)NC(=O)N